(((((1R,2S,5R)-2-carbamoyl-7-oxo-1,6-diazabicyclo[3.2.1]oct-6-yl) oxy) sulfonyl) oxy)-3,3-dimethylbutyl 2,6-dimethoxybenzoate COC1=C(C(=O)OC(CC(C)(C)C)OS(=O)(=O)ON2[C@@H]3CC[C@H](N(C2=O)C3)C(N)=O)C(=CC=C1)OC